S(=S)(=O)(OCCC)OCCC di-n-Propyl Thiosulfate